FC1=C(CC2=C3N(C=C(N2)C2=CC=CC=C2)C(C(=N3)CC=3OC(=C(C3)CC)C)=O)C=CC=C1F 8-(2,3-Difluorobenzyl)-2-((4-ethyl-5-methylfuran-2-yl)methyl)-6-phenylimidazo[1,2-a]pyrazin-3(7H)-on